COCCOCOC1=C(C=C(C=C1)N1C(C2=CC=C(C=C2CC1)C1=CC=C(C=C1)OC(F)(F)F)=O)NS(=O)(=O)CCC N-(2-((2-methoxyethoxy)methoxy)-5-(1-oxo-6-(4-(trifluoromethoxy)phenyl)-3,4-dihydroisoquinolin-2(1H)-yl)phenyl)propane-1-sulfonamide